FC=1C(=C(C=C(C1)C(C)C)[C@H](C(=O)O)N1C[C@@H](CC1)OCCCCCC[C@H]1NC2=NC=CC=C2CC1)OC (R)-2-(3-fluoro-5-isopropyl-2-methoxyphenyl)-2-((R)-3-((6-((R)-1,2,3,4-tetrahydro-1,8-naphthyridin-2-yl)hexyl)oxy)pyrrolidin-1-yl)acetic acid